FC=1C=C(C=C(C1)F)[C@@H]1N(OCC1)C1=CC(=NC=N1)NC=1C(=CC(=C(C1)NC(C=C)=O)N1CCC(CC1)N1[C@H]2CN([C@@H](C1)C2)CC)OC N-(5-((6-((R)-3-(3,5-difluorophenyl)-isoxazolidine-2-yl)pyrimidine-4-yl)amino)-2-(4-((1R,4R)-5-ethyl-2,5-diazabicyclo-[2.2.1]heptane-2-yl)piperidine-1-yl)-4-methoxy-phenyl)acrylamide